NC1CCC(CC1)NC1=NC2=CC=C(C=C2C=N1)C1=C(C=C(C=C1F)NS(=O)(=O)C1=C(C=CC=C1)Cl)F N-(4-(2-(((1r,4r)-4-aminocyclohexyl)amino)quinazolin-6-yl)-3,5-difluorophenyl)-2-chloro-benzenesulfonamide